C(C)[C@@]1(CC[C@@]2([C@H]3CC[C@@]4([C@H](CC[C@H]4[C@@H]3CC[C@H]2C1)[C@@H](CC[C@@H](C(C#N)(C)C)O)C)C)C)O (3S,6R)-6-((3S,5S,8R,9S,10S,13R,14S,17R)-3-ethyl-3-hydroxy-10,13-dimethylhexadecahydro-1H-cyclopenta[a]phenanthren-17-yl)-3-hydroxy-2,2-dimethylheptanenitrile